N(=[N+]=[N-])CC(=O)N[C@H](C(=O)N[C@H](C(=O)NC=1C=CC(=C(CN(C(OCC2C3=CC=CC=C3C=3C=CC=CC23)=O)C)C1)CO)CCCNC(=O)N)C(C)C (9H-fluoren-9-yl)methyl (5-((S)-2-((S)-2-(2-azidoacetamido)-3-methylbutanamido)-5-ureidopentanamido)-2-(hydroxymethyl)benzyl)(methyl)carbamate